2'-deoxythymidine 5'-monophosphate CC1=CN(C(=O)NC1=O)[C@H]2C[C@@H]([C@H](O2)COP(=O)(O)O)O